The molecule is a sphingomyelin d18:1 in which the acyl group specified is heneicosanoyl. It has a role as a mouse metabolite. It derives from a henicosanoic acid. CCCCCCCCCCCCCCCCCCCCC(=O)N[C@@H](COP(=O)([O-])OCC[N+](C)(C)C)[C@@H](/C=C/CCCCCCCCCCCCC)O